COC1=C(C=CC(=C1)/C=C/C(=O)NCC(=O)[O-])O The molecule is an N-acylglycinate that is the conjugate base of N-feruloylglycine; major species at pH 7.3. It is a conjugate base of a N-feruloylglycine.